C(C)(=O)OC[C@H]1O[C@H]([C@@H]([C@@H]1OC(C)=O)OC(C)=O)N1C2=NC(=NC(=C2N=C1)N1CC2(CC3=CC=CC(=C3C2)F)C1)Cl [(2R,3R,4R,5R)-3,4-diacetoxy-5-[2-chloro-6-(4'-fluorospiro[azetidine-3,2'-indane]-1-yl)purin-9-yl]tetrahydrofuran-2-yl]methyl acetate